(S)-N-(3-(dimethylamino)-3-(thiophen-3-yl)propyl)-5-fluoroisoindoline-2-carboxamide CN([C@@H](CCNC(=O)N1CC2=CC=C(C=C2C1)F)C1=CSC=C1)C